C(=O)O.ClC1=CC(=C2[C@@H](CCOC2=C1)N1CCNCC1)C1=C2C(=NC=C1)C=C(S2)CN2C(CCC2=O)=O 1-[[7-[(4R)-7-chloro-4-piperazin-1-yl-chroman-5-yl]thieno[3,2-b]pyridin-2-yl]methyl]pyrrolidine-2,5-dione, formic acid salt